C(=C)(C)C1CCC(=CC1C1=C(C=C(C=C1O)CCCCC)O)C 2-(6-isopropenyl-3-methyl-cyclohex-2-en-1-yl)-5-pentyl-benzene-1,3-diol